Tri(2,4-dimethyl-2-hexyl)citrat CC(C)(CC(CC)C)C(C(C(C(=O)[O-])(C(C)(CC(CC)C)C)C(C)(CC(CC)C)C)(O)C(=O)[O-])C(=O)[O-]